gold(II) oxide [Au]=O